4-cyclopropyl-2-(trifluoromethyl)quinazolin-5-ol C1(CC1)C1=NC(=NC=2C=CC=C(C12)O)C(F)(F)F